3-ethyl-5-methyl-2-[(2-aminoethoxy)methyl]-4-(2-chlorophenyl)-6-methyl-1,4-dihydropyridine-3,5-dicarboxylate C(C)C1(C(NC(C(C1C1=C(C=CC=C1)Cl)(C(=O)[O-])C)C)COCCN)C(=O)[O-]